butyl 4-[2,4-dioxo-3,4-dihydro-1H-naphtho[2,1-b][1,4]diazepin-5(2H)-yl]benzylcarbamate O=C1NC2=C(N(C(C1)=O)C1=CC=C(CNC(OCCCC)=O)C=C1)C=CC1=CC=CC=C12